NC1=CC=CC(=N1)CN1N=CC2=C(C1=O)N(C1=C2SC(=N1)S(=O)(=O)C1=CC=C(C)C=C1)C 6-((6-aminopyridin-2-yl)methyl)-4-methyl-2-tosyl-4,6-dihydro-5H-thiazolo[5',4':4,5]pyrrolo[2,3-d]pyridazin-5-one